FC(OC1=CC=CC=2C(N([C@H]3C=4N([C@@H](C21)C3)C3=C(N4)C=CC(=C3)C3=CC=C(C=C3)P(=O)(C)C)C([2H])([2H])[2H])=O)F (7R,14R)-1-(difluoromethoxy)-11-(4-(dimethylphosphoryl)phenyl)-6-(methyl-d3)-6,7-dihydro-7,14-methanobenzo[f]benzo[4,5]imidazo[1,2-a][1,4]diazocin-5(14H)-one